CC1=CC=C(C=C1)S(=O)(=O)[O-].C(CCC)C(COC(CCCCC[NH3+])=O)CCCCCC 6-((2-butyloctyl)oxy)-6-oxohexane-1-aminium 4-methylbenzenesulfonate